2-Amino-4,6-diphenylpyrazine NC1=NC(=CN(C1)C1=CC=CC=C1)C1=CC=CC=C1